C12(CC(C1)C2)N2C(C(N(CC2)CC=2SC(=NN2)C2=C(C=CC=C2)Cl)=O)=O 1-(bicyclo[1.1.1]pentan-1-yl)-4-((5-(2-chlorophenyl)-1,3,4-thiadiazol-2-yl)methyl)piperazine-2,3-dione